(6-p-toluenesulfonylimidazo[4,5-d]pyrrolo[2,3-b]pyridin-1(6H)-yl) piperidin-4-ylmethylsulfonate N1CCC(CC1)CS(=O)(=O)ON1C=NC=2C1=C1C(=NC2)N(C=C1)S(=O)(=O)C1=CC=C(C)C=C1